C1(CCC1)C1=C(C=CC=C1)C1=C(C=CC(=N1)NS(=O)(=O)C1=CC=CC(=N1)N1C[C@H](CCC1)C(=O)O)C(F)(F)F (S)-1-(6-(N-(6-(2-cyclobutylphenyl)-5-(trifluoromethyl)pyridin-2-yl)sulfamoyl)pyridin-2-yl)piperidine-3-carboxylic acid